3,5-dimethyl-4-bromonitrobenzene CC=1C=C(C=C(C1Br)C)[N+](=O)[O-]